C([C@H]([C@@H]([C@@H]([C@@H](C=O)O)O)O)O)O D-(+)-talose